ClC=1C(=NC=C(N1)Cl)C=O (3,5-dichloropyrazin-2-yl)methanone